1-[3-[4-[3-[3-amino-6-(2-hydroxyphenyl)pyridazin-4-yl]-3,8-diazabicyclo[3.2.1]octan-8-yl]-2-pyridyl]prop-2-ynyl]-5-methyl-azepan-4-ol NC=1N=NC(=CC1N1CC2CCC(C1)N2C2=CC(=NC=C2)C#CCN2CCC(C(CC2)C)O)C2=C(C=CC=C2)O